C(C)(C)(C)OC(=O)N[C@@H](CC1=CN(C2=CC=CC=C12)C(=O)OC(C)(C)C)C(=O)NCC1=C(C(=CC(=C1)OCCC1CN(CCC1)C(CCC(=O)OCC)=O)C)C tert-butyl 3-((2S)-2-((tert-butoxycarbonyl)amino)-3-((5-(2-(1-(4-ethoxy-4-oxobutanoyl)piperidin-3-yl)ethoxy)-2,3-dimethylbenzyl)amino)-3-oxopropyl)-1H-indole-1-carboxylate